(methylsulfonyl)-4-azaspiro[2.5]octan CS(=O)(=O)C1CC12NCCCC2